(R)-3-Hydroxy-1-methyl-3-(3-(6-(2-(((R)-1-(1-methyl-1H-pyrazol-5-yl)ethyl)amino)pyrimidin-4-yl)pyridin-2-yl)isoxazol-5-yl)pyrrolidin-2-one O[C@@]1(C(N(CC1)C)=O)C1=CC(=NO1)C1=NC(=CC=C1)C1=NC(=NC=C1)N[C@H](C)C1=CC=NN1C